FC(CCC1=NOC=C1C(=O)N)(F)F 3-(3,3,3-trifluoropropyl)isoxazole-4-carboxamide